3-trifluoromethoxyphenylboronic acid FC(OC=1C=C(C=CC1)B(O)O)(F)F